COC(C1=CN=C(C(=C1)[N+](=O)[O-])NC1=CC=C(C=C1)OC)=O Methyl-6-((4-methoxyphenyl)amino)-5-nitronicotinate